5-(2-fluoro-6-(trifluoromethyl)phenyl)-3-(4-(4-methylpiperazin-1-yl)phenyl)-1H-pyrazolo[4,3-c]pyridazin-6(5H)-one FC1=C(C(=CC=C1)C(F)(F)F)N1N=C2C(=CC1=O)NN=C2C2=CC=C(C=C2)N2CCN(CC2)C